2-(2-morpholinopyridin-4-yl)-7-(trifluoromethoxy)dibenzo[b,f][1,4]oxazepin O1CCN(CC1)C1=NC=CC(=C1)C=1C=CC2=C(C=NC3=C(O2)C=C(C=C3)OC(F)(F)F)C1